[Ni].[Cu] copper nickel salt